2,3-difluoro-4-[(2S)-2-methyloctyloxy]benzaldehyde FC1=C(C=O)C=CC(=C1F)OC[C@H](CCCCCC)C